C(C)OC(C(=C)C)=O.C(CCCCCCCCCCCCCCCCC)[NH+](C)C octadecyldimethylammonium ethyl-methacrylate